1-(5-bromo-2-tetrahydropyran-2-yl-1,2,4-triazol-3-yl)-3-[tert-butyl-(dimethyl)silyl]oxy-3-(3-chloro-2-pyridinyl)propan-1-ol BrC=1N=C(N(N1)C1OCCCC1)C(CC(C1=NC=CC=C1Cl)O[Si](C)(C)C(C)(C)C)O